CCCCC[C@@H](CC/C=C\\C=C\\C=C\\[C@H]([C@H](CCCC(=O)O)O)O)O The molecule is a trienoic fatty acid obtained by formal hydrogenation across the 13,14-double bond of lipoxin A4. It has a role as a human metabolite. It is a long-chain fatty acid, a trienoic fatty acid, an icosanoid and a hydroxy polyunsaturated fatty acid.